C(CC(C)C)NC1CC(CCC1)N N-isopentylcyclohexane-1,3-diamine